COC(=O)C=1C=NC(=NC1)N1CC2CCC(C1)N2C(=O)OC(C)(C)C tert-butyl 3-(5-(methoxycarbonyl)pyrimidin-2-yl)-3,8-diazabicyclo[3.2.1]octane-8-carboxylate